N-(3-cyano-4-methyl-1H-indol-7-yl)-5-(morpholin-4-yl)-1,3-thiazole-2-sulfonamide C(#N)C1=CNC2=C(C=CC(=C12)C)NS(=O)(=O)C=1SC(=CN1)N1CCOCC1